N-(4-chloro-2-(trifluoromethyl)benzyl)-1-(4-methoxybenzyl)piperidine-4-carboxamide ClC1=CC(=C(CNC(=O)C2CCN(CC2)CC2=CC=C(C=C2)OC)C=C1)C(F)(F)F